4-chloro-6-(4-((6-methoxypyridin-3-yl)oxy)piperidin-1-yl)-5-methyl-N-(pyridin-4-ylmethyl)pyrimidine-2-carboxamide ClC1=NC(=NC(=C1C)N1CCC(CC1)OC=1C=NC(=CC1)OC)C(=O)NCC1=CC=NC=C1